6-cyclopropyl-1-[(4-methoxyphenyl)methyl]Pyrazolo[3,4-b]Pyridine C1(CC1)C1=CC=C2C(=N1)N(N=C2)CC2=CC=C(C=C2)OC